trimethylsilyl-trifluoroacetamide C[Si](C)(C)NC(C(F)(F)F)=O